3-cyclopropyl-4-(3-methyl-4-(methylsulfonyl)phenyl)-N-(oxetan-3-yl)-1H-pyrazolo[3,4-c]pyridine-5-carboxamide C1(CC1)C1=NNC2=CN=C(C(=C21)C2=CC(=C(C=C2)S(=O)(=O)C)C)C(=O)NC2COC2